(R)-1-(4-bromopyridin-2-yl)pyrrolidin-3-ol BrC1=CC(=NC=C1)N1C[C@@H](CC1)O